1-(4-(4-(6-amino-4-(trifluoromethyl)pyridin-3-yl)-6-morpholino-1,3,5-triazin-2-yl)piperazin-1-yl)-9-methyldec-8-ene-1,7-dione NC1=CC(=C(C=N1)C1=NC(=NC(=N1)N1CCOCC1)N1CCN(CC1)C(CCCCCC(C=C(C)C)=O)=O)C(F)(F)F